C[N+](=CC(CCCCCCCCC)C)[O-] N,2-dimethylundecan-1-imine oxide